N-(6-bromo-8-[{6-(trifluoromethyl)pyridin-3-yl}oxy]chroman-3-yl)acrylamide BrC=1C=C2CC(COC2=C(C1)OC=1C=NC(=CC1)C(F)(F)F)NC(C=C)=O